(3S,4S,5R)-3-(6-(difluoromethyl)-2-methoxypyridin-3-yl)-4,5-dimethyl-5-(trifluoromethyl)tetrahydrofuran-2-yl acetate C(C)(=O)OC1O[C@]([C@H]([C@H]1C=1C(=NC(=CC1)C(F)F)OC)C)(C(F)(F)F)C